5-chloro-7-methyl-N-(1-(tetrahydro-2H-pyran-4-yl)-3-(trifluoromethyl)-1H-pyrazol-4-yl)-7H-pyrrolo[2,3-d]pyrimidin-2-amine ClC1=CN(C=2N=C(N=CC21)NC=2C(=NN(C2)C2CCOCC2)C(F)(F)F)C